5-((2R,5R)-4-((7-Ethyl-6-oxo-5H-1,5-naphthyridin-3-yl)methyl)-2,5-dimethylpiperazine-1-yl)-N-methylpyridine-2-carboxamide C(C)C=1C(NC=2C=C(C=NC2C1)CN1C[C@H](N(C[C@H]1C)C=1C=CC(=NC1)C(=O)NC)C)=O